Bis(3,4-dicarboxyphenyl)ethane C(=O)(O)C=1C=C(C=CC1C(=O)O)C(C)C1=CC(=C(C=C1)C(=O)O)C(=O)O